C(C)OC(C(C)(SC(=S)C1=CC=CC=C1)C)=O Ethyl-2-methyl-2-(phenylthiocarbonylthio)propionat